6-chloro-N-[2-(trifluoromethyl)-4-pyridyl]pyrido[3,2-d]pyrimidin-4-amine ClC=1C=CC=2N=CN=C(C2N1)NC1=CC(=NC=C1)C(F)(F)F